C(C)N(C(C1=C(C=CC(=C1)F)C=1C=2N(C=C(C1)C1CN(C1)[C@@H](C(C)C)CCC=O)C(=NC2F)C)=O)C(C)C N-ethyl-5-fluoro-2-(1-fluoro-3-methyl-6-{1-[(3R)-2-methyl-6-oxohexan-3-yl]azetidin-3-yl}imidazo[1,5-a]pyridin-8-yl)-N-(isopropyl)benzamide